C(C(=C)C)(=O)OCCC[Si](OC)(OC)OC Gamma-methacryloxypropyltrimethoxysilan